FC(OC1=CC2=C(OC(CN2)(C)C)C=C1C1=NN(C=C1NC(=O)C=1C=NN2C1N=CC=C2)C)F N-(3-(6-(difluoromethoxy)-2,2-dimethyl-3,4-dihydro-2H-benzo[b][1,4]oxazin-7-yl)-1-methyl-1H-pyrazol-4-yl)pyrazolo[1,5-a]pyrimidine-3-carboxamide